2-[6-bromo-4-(trans-2,2-difluorospiro[2.3]hexan-5-yl)oxy-1-oxophthalazin-2-yl]-N-(5-methylpyrimidin-2-yl)acetamide BrC=1C=C2C(=NN(C(C2=CC1)=O)CC(=O)NC1=NC=C(C=N1)C)OC1CC2(C(C2)(F)F)C1